(3,5-dimethyl-1H-pyrazol-4-yl)methanol tert-butyl-4-[4-[2-[4-(4,4,5,5-tetramethyl-1,3,2-dioxaborolan-2-yl)pyrazol-1-yl]ethyl]-1-piperidyl]benzoate C(C)(C)(C)C1=C(C(=O)OCC=2C(=NNC2C)C)C=CC(=C1)N1CCC(CC1)CCN1N=CC(=C1)B1OC(C(O1)(C)C)(C)C